(Racemic)-N-((2-(6-((1-(1H-1,2,4-triazol-1-yl)propan-2-yl)amino)pyridin-2-yl)-1,6-naphthyridin-7-yl)methyl)-5-(methylsulfonyl)nicotinamide N1(N=CN=C1)C[C@@H](C)NC1=CC=CC(=N1)C1=NC2=CC(=NC=C2C=C1)CNC(C1=CN=CC(=C1)S(=O)(=O)C)=O |r|